N-(3-(2'-fluoro-[1,1'-biphenyl]-4-yl)propyl)pyridine-3-sulfonamide FC1=C(C=CC=C1)C1=CC=C(C=C1)CCCNS(=O)(=O)C=1C=NC=CC1